CC1=C(C(=CC=C1)C)C1=NC(=NC(=C1)OC1=CC(=CC=C1)C1N(CCCC1)C)NS(=O)(=O)C=1C=NN(C1)C N-[4-(2,6-dimethylphenyl)-6-[3-(1-methyl-2-piperidyl)phenoxy]pyrimidin-2-yl]-1-methyl-pyrazole-4-sulfonamide